FC(C(C(C(C(C(CC(C(=O)O)=C)(F)F)(F)F)(F)F)(F)F)(F)F)(C(F)(F)F)F.C(C=C)(=O)OCC(C(C(C(C(C(C(F)(F)F)(F)F)(F)F)(F)F)(F)F)(F)F)(F)F pentadecafluorooctyl acrylate (pentadecafluorooctylacrylate)